4-methoxy-3-{[3-(1H-1,2,3-triazol-5-ylcarbonyl)-3,8-diazabicyclo[3.2.1]oct-8-yl]sulfonyl}benzonitrile COC1=C(C=C(C#N)C=C1)S(=O)(=O)N1C2CN(CC1CC2)C(=O)C2=CN=NN2